C1=CC=CC2=C(C3=CC=CC=C3C(=C12)B([O-])[O-])B([O-])[O-] anthracene-9,10-diboronate